(S)-N-(2-((tert-butyldimethylsilyl)oxy)ethylidene)-2-methylpropane-2-sulfinamide [Si](C)(C)(C(C)(C)C)OCC=N[S@@](=O)C(C)(C)C